2-(6-Bromoimidazo[1,5-a]pyridine-3-carbonyl)hydrazine-1-carboxylic acid tert-butyl ester C(C)(C)(C)OC(=O)NNC(=O)C1=NC=C2N1C=C(C=C2)Br